C(C)(C)(C)C1=CN=C(O1)CC1CCN(CC1)C(=O)OC(C)(C)C tert-Butyl 4-[(5-tert-butyloxazol-2-yl)methyl]piperidine-1-carboxylate